ClC1=NC2=CC=C(C=C2C=C1)C(C)(C)O 2-(2-chloroquinolin-6-yl)propan-2-ol